N1=C(SC2=C1C1=CC=CC=C1CC2)N 4,5-dihydronaphtho[1,2-d]thiazol-2-amine